N-[2-(4-methoxyphenyl)-2-(4-morpholinyl)ethyl]-5-methyl[1,2,4]triazolo[1,5-a]pyrimidin-7-amine COC1=CC=C(C=C1)C(CNC1=CC(=NC=2N1N=CN2)C)N2CCOCC2